C(C)(C)(C)OC(=O)N1CCN(CC1)C1=C(C=C(C(=C1)OC)NC1=NC=C(C(=N1)NC1=C(C=C(C=C1)O)N(S(=O)(=O)C)C)Br)CCCCCBr 4-(4-((5-bromo-4-((4-hydroxy-2-(N-methylmethanesulfonamido)phenyl)amino)pyrimidin-2-yl)amino)-2-(5-Bromopentyl)-5-methoxyphenyl)piperazine-1-carboxylic acid tert-butyl ester